2,6-dimethoxy-3-(5-bromo-1H-tetrazol-2-yl)-pyrazine COC1=NC(=CN=C1N1NC(=NN1)Br)OC